5-(1-methyl-1H-pyrazol-4-yl)-3-phenylthieno[3,2-b]pyridine CN1N=CC(=C1)C1=CC=C2C(=N1)C(=CS2)C2=CC=CC=C2